(E)-N-(4-(1H-tetrazol-5-yl)phenyl)-4-(5-((Z)-4-ethylbenzylidene)-2,4-dioxothiazolidin-3-yl)but-2-enamide N1N=NN=C1C1=CC=C(C=C1)NC(\C=C\CN1C(S\C(\C1=O)=C/C1=CC=C(C=C1)CC)=O)=O